C1(CC1)C1=NC=NC2=CC=CC=C12 4-cyclopropylquinazoline